Rel-(1s,15S,16R,19s)-15-(hydroxymethyl)-15-nitro-8,18-dioxa-11-azatetracyclo[17.2.2.02,7.011,16]tricosa-2,4,6-trien-10-one OC[C@@]1(CCCN2C(COC3=CC=CC=C3C3CCC(OC[C@@H]12)CC3)=O)[N+](=O)[O-] |o1:2,22|